C(C)(C)(C)C1=CC(=CC=2N=C(OC21)C2=CC=CC=C2)C2=CC=CC=C2 7-(tert-butyl)-2,5-diphenyl-benzoxazole